tert-Butyl(6-((3-amino-4-methoxy-5-(1-methyl-1H-pyrazol-4-yl)phenethoxy)methyl)pyridin-2-yl)amino Formate C(=O)ON(C1=NC(=CC=C1)COCCC1=CC(=C(C(=C1)C=1C=NN(C1)C)OC)N)C(C)(C)C